4-(2-((3S,8aR)-7-(3-chloro-2-fluoro-6-(1H-tetrazol-1-yl-d)phenyl)-5-oxo-1,2,3,5,8,8a-hexahydroindolizin-3-yl)-1H-imidazol-5-yl)-3-fluoropicolinic acid ClC=1C(=C(C(=CC1)N1N=NN=C1[2H])C1=CC(N2[C@@H](CC[C@@H]2C1)C=1NC(=CN1)C1=C(C(=NC=C1)C(=O)O)F)=O)F